OC1=C(C(=CC(=C1)CCCCC)O)C1=C2CC(N(C2=CC=C1)CC)=O 4-(2,6-Dihydroxy-4-pentylphenyl)-1-ethylindolin-2-one